C(C)(=O)[O-].C(C)(=O)[O-].[Fe+2] iron diacetate